ClC(OC1=CC=C(C=C1)NC(=O)C1=CN(C(C=C1)=O)C1=CC2=C(COC2)C=C1)(F)F N-[4-(Chlorodifluoromethoxy)phenyl]-1-(1,3-dihydro-2-benzofuran-5-yl)-6-oxo-1,6-dihydropyridine-3-carboxamide